COCC(C#N)OC1=CC=C2C(=CNC(C2=C1)=O)C1=C(C=CC=C1)C 3-methoxy-2-((1-oxo-4-(o-tolyl)-1,2-dihydroisoquinolin-7-yl)oxy)propanenitrile